FC(C1=NC=CC(=C1)OC1=CC2=C(N=C(S2)NC(=O)C2C(C3C=CC2C3)C(=O)O)C=C1)(F)F 3-[[6-[[2-(trifluoromethyl)-4-pyridyl]oxy]-1,3-benzothiazol-2-yl]carbamoyl]bicyclo[2.2.1]hept-5-ene-2-carboxylic acid